rac-5-({p-[2-(5-ethyl-2-pyridyl)-2-oxoethoxy]phenyl}methyl)-(5-2H)-1,3-thiazolidine-2,4-dione C(C)C=1C=CC(=NC1)C(COC1=CC=C(C=C1)C[C@@]1(C(NC(S1)=O)=O)[2H])=O |r|